Triphosphorthioat P([O-])([O-])(OP([O-])(OP([O-])([O-])=S)=S)=S